(R)-1-(4-(4-((1-(3-(difluoromethyl)-2-fluorophenyl)ethyl)amino)-2-methylquinolin-6-yl)piperidin-1-yl)ethan-1-one FC(C=1C(=C(C=CC1)[C@@H](C)NC1=CC(=NC2=CC=C(C=C12)C1CCN(CC1)C(C)=O)C)F)F